2-(3-((4-(pyridazin-3-yl)phenyl)amino)phenyl)-1H-benzo[d]imidazole-6-carbonitrile N1=NC(=CC=C1)C1=CC=C(C=C1)NC=1C=C(C=CC1)C1=NC2=C(N1)C=C(C=C2)C#N